2-(4,4-difluoroazepan-1-yl)-5,6,7,8-tetrahydroquinoline FC1(CCN(CCC1)C1=NC=2CCCCC2C=C1)F